CN1N=NC2=C1C=CC(=C2C)C(C(C(=O)OC)(C)C)C2=CC(=C(C=C2)C)CO Methyl 3-(1,4-dimethyl-1H-benzo[d][1,2,3]triazol-5-yl)-3-(3-(hydroxymethyl)-4-methylphenyl)-2,2-dimethylpropionate